benzo[d][1,3]dioxan-5-carboxylic acid O1COCC2=C1C=CC=C2C(=O)O